FC=1C=2N(C=CC1C)C(=CN2)C2=C1CNC(C1=C(C=C2)NC2=NC=C(C=C2)CN2CCN(CC2)C)=O 4-(8-fluoro-7-methyl-imidazo[1,2-a]pyridin-3-yl)-7-((5-((4-methylpiperazin-1-yl)meth-yl)pyridin-2-yl)amino)isoindolin-1-one